4,4'-(butane-1,4-diylbis(oxy))bis(butan-1-ol) C(CCCOCCCCO)OCCCCO